C(C)(C)(C)OC(=O)N\C(\C(=O)OC)=C/C=1C=CC(=C2C=CN=CC12)C1=C(C=CC=C1OC)OC methyl (Z)-2-((tert-butoxycarbonyl)amino)-3-(5-(2,6-dimethoxyphenyl) isoquinolin-8-yl)acrylate